OC1(C(N(C2=CC=CC=C12)CCC1=CC=CC=C1)=O)CC(C1=CC=C(C=C1)CCCCC)=O 3-hydroxy-3-(2-oxo-2-(4-pentylphenyl)ethyl)-1-phenethylindol-2-one